CNC1=NC=CC(=N1)NC1=NNC(=C1)[C@@H]1C[C@@H](CC1)N(C([O-])=O)C1(CC1)C (1R,3S)-3-(3-((2-(methylamino)pyrimidin-4-yl)amino)-1H-pyrazol-5-yl)cyclopentyl(1-methylcyclopropyl)carbamate